OC(CN1CCC(CC1)NC1=C2C=C(N(C2=CC=C1)CC(F)(F)F)C1=C2CNC(C2=CC=C1)=O)COC 4-(4-((1-(2-hydroxy-3-methoxypropyl)piperidin-4-yl)amino)-1-(2,2,2-trifluoroethyl)-1H-indol-2-yl)isoindolin-1-one